C1(CC1)C1=CC=C(C=N1)C1=CC2=C(N=CN(C2=O)[C@H](CO)C)C(=N1)C=1C=NN(C1)C (S)-6-(6-cyclopropylpyridin-3-yl)-3-(1-hydroxy-propan-2-yl)-8-(1-methyl-1H-pyrazol-4-yl)pyrido[3,4-d]pyrimidin-4(3H)-one